ClC1=C(C=C(C=C1)NC(NC1CCC=2NC=3C=CC=C(C3C2C1)C(=O)NCCCO)=O)C(F)(F)F 3-(3-(4-chloro-3-trifluoromethylphenyl)ureido)-N-(3-hydroxypropyl)-2,3,4,9-tetrahydro-1H-carbazole-5-carboxamide